1-ethyl-4,6-difluoro-5-iodo-1,3-benzodiazole C(C)N1C=NC2=C1C=C(C(=C2F)I)F